OCC1=CC(=NN1C)C(=O)OCC ethyl 5-(hydroxymethyl)-1-methyl-1H-pyrazole-3-carboxylate